6-(5-(hydroxymethyl)isoxazol-3-yl)-4-methylpyridine-3-carbonitrile OCC1=CC(=NO1)C1=CC(=C(C=N1)C#N)C